F[C@@H]1[C@@H](C1)NC(=O)C1=CN=C2N1N=C(C=C2NC)N2CCC1=C(C=CC=C21)C2=CC=C(C=N2)CN2CC1(CC2)CCN(CC1)C(=O)OC(C)(C)C Tert-butyl 2-((6-(1-(3-(((1R,2S)-2-fluorocyclopropyl)carbamoyl)-8-(methylamino)imidazo[1,2-b]pyridazin-6-yl)indolin-4-yl)pyridin-3-yl)methyl)-2,8-diazaspiro[4.5]decane-8-carboxylate